bis[2,6-difluoro-3-(1H-pyrrole-1-yl)phenyl]titanium FC1=C(C(=CC=C1N1C=CC=C1)F)[Ti]C1=C(C(=CC=C1F)N1C=CC=C1)F